COC1=C(CC=2C(=C(C=C(C2)[N+](=O)[O-])S(=O)(=O)N)F)C=CC(=C1)OC (2,4-dimethoxybenzyl)-2-fluoro-5-nitrobenzenesulfonamide